Cl.Cl.ClC=1C=C(C(=C(C1)C1=NC=NN2C1=CC(=C2)CN2C(C1C(C1C2=O)(C)C)=O)NCC2(CCNCC2)F)C 3-((4-(5-chloro-2-(((4-fluoropiperidin-4-yl)methyl)amino)-3-methylphenyl)pyrrolo[2,1-f][1,2,4]triazin-6-yl)methyl)-6,6-dimethyl-3-azabicyclo[3.1.0]hexane-2,4-dione dihydrochloride